O[C@H](C(=O)O)[C@@H](CC1=CC=CC=C1)N1C=NC2=C1C=CC(=C2)C(NC)=O (2S,3R)-2-hydroxy-3-(5-(methylcarbamoyl)-1H-benzo[d]imidazol-1-yl)-4-phenylbutyric acid